(5-ethyl-2-(4-methoxycyclohex-1-en-1-yl)-7-oxo-6-(piperazin-1-yl)-[1,2,4]triazolo[1,5-a]pyrimidin-4(7H)-yl)-N-(4-(trifluoromethyl)phenyl)acetamide C(C)C=1N(C=2N(C(C1N1CCNCC1)=O)N=C(N2)C2=CCC(CC2)OC)CC(=O)NC2=CC=C(C=C2)C(F)(F)F